ClC1=C(C=C(C=C1)N1N=NC(=C1)C12CC(C1)(C2)NC(OC(C)(C)C)=O)F tert-butyl (3-(1-(4-chloro-3-fluorophenyl)-1H-1,2,3-triazol-4-yl)bicyclo[1.1.1]pentan-1-yl)carbamate